C1(CC1)C=1N=CC2=C3C(=CC(=C2C1)S(NCC(C)C)(=O)=O)[C@@H](C[C@H]3NC(=S)NCC)NC(NCC)=S |r| 1-[trans-(7RS,9RS)-3-cyclopropyl-7-(ethylcarbamothioylamino)-5-(isobutylsulfamoyl)-8,9-dihydro-7H-cyclopenta[h]isoquinolin-9-yl]-3-ethyl-thiourea